C1(CC1)C=1N=CN(C1)C=1C(=CC(=C(C(=O)Cl)C1)F)C 5-(4-cyclopropyl-1H-imidazol-1-yl)-2-fluoro-4-methylbenzoyl chloride